C1(=C(C=CC=C1)CCCN)C tolylpropylamine